BrC1=C(C=C2C(=NC(=NC2=C1F)F)C=1N(N=C2C1CNCCC2)C(=O)N(C)C)Cl (7-bromo-6-chloro-2,8-difluoroquinazolin-4-yl)-N,N-dimethyl-5,6,7,8-tetrahydropyrazolo[4,3-c]azepin-2(4H)-carboxamide